Methylcyclopropenebenzoic acid CC1=C(C1)C1=CC=CC=C1C(=O)O